NC1(CC(C1)(CC)CC)C#N 1-amino-3,3-diethylcyclobutane-1-carbonitrile